5-methoxy-6-(trifluoromethyl)-1H-indole COC=1C=C2C=CNC2=CC1C(F)(F)F